1',2',5',6'-tetrahydro-2,3'-bipyridine N1=C(C=CC=C1)C=1CNCCC1